2-(PROPAN-2-YLOXY)NAPHTHALENE-1-BORONIC ACID CC(C)OC1=C(C2=CC=CC=C2C=C1)B(O)O